[Si](C)(C)(C(C)(C)C)OCC(C(=O)N[C@H](C)C1=CC(=CC=C1)OC)N1C(C2=CC(=CC=C2C1)C1=NC(=NC=C1Cl)NC1CCOCC1)=O 3-((tert-butyldimethylsilyl)oxy)-2-(6-(5-chloro-2-((oxan-4-yl)amino)pyrimidin-4-yl)-1-oxoisoindolin-2-yl)-N-((R)-1-(3-methoxyphenyl)ethyl)propanamide